FC1=C(C=CC(=C1)F)B(O)O 2,4-difluorobenzene-boronic acid